4-(7,7-difluoro-2-((2S,3R)-3-hydroxy-2-methylazetidin-1-yl)-6,7-dihydro-5H-cyclopenta[d]pyrimidin-4-yl)-2-ethoxybenzamide FC1(CCC2=C1N=C(N=C2C2=CC(=C(C(=O)N)C=C2)OCC)N2[C@H]([C@@H](C2)O)C)F